COC=1C=C(CNCCNCC2=CC(=C(C=C2)OC)OC)C=CC1OC N,N'-bis(3,4-dimethoxybenzyl)ethylenediamine